C1(CCCCC1)N1C[C@H]([C@@H](CC1)NC(=O)C1=NOC(=C1)C1=C(C=C(C=C1)F)F)C(=O)N1CCCC1 5-(2,4-difluoro-phenyl)-isoxazole-3-carboxylic acid [(3R,4R)-1-cyclohexyl-3-(pyrrolidine-1-carbonyl)-piperidin-4-yl]-amide